N-[4-fluoro-5-(3-fluoro-4-morpholin-4-ylphenyl)-2-[rac-(3R)-3,4-dimethylpiperazin-1-yl]phenyl]-6-oxo-4-(trifluoromethyl)-1H-pyridine-3-carboxamide FC1=CC(=C(C=C1C1=CC(=C(C=C1)N1CCOCC1)F)NC(=O)C1=CNC(C=C1C(F)(F)F)=O)N1C[C@H](N(CC1)C)C |r|